ClC=1C=C(CNC(=O)C=2OC=C(N2)C2=NC(=NC=C2C)NC2CC(C2)OC)C=CC1 N-(3-chlorobenzyl)-4-(2-((3-methoxycyclobutyl)amino)-5-methylpyrimidin-4-yl)oxazole-2-carboxamide